O(C(C)C)C=1C2=CC=CC=C2C(=C2C=CC=CC12)OC(C)C 9,10-diisopropoxylanthracene